O=C1NC(CCC1N1C(C2=CC=CC(=C2C1=O)NCCCC(=O)OC1=C(C(=C(C(=C1F)F)F)F)F)=O)=O perfluorophenyl 4-((2-(2,6-dioxopiperidin-3-yl)-1,3-dioxoisoindolin-4-yl)amino)butanoate